isooctyl-3,5-di-tert-butyl-4-hydroxyhydrocinnamate C(CCCCC(C)C)OC(CCC1=CC(=C(C(=C1)C(C)(C)C)O)C(C)(C)C)=O